7-amino-6-(2-chloro-5-fluorobenzoyl)-3-oxo-3,4-dihydro-2H-benzo[b][1,4]oxazine-5-carbonitrile NC=1C(=C(C2=C(OCC(N2)=O)C1)C#N)C(C1=C(C=CC(=C1)F)Cl)=O